4-chloro-5,7-dihydropyrrolo[3,4-b]Pyridine-6-carboxylic acid methyl ester COC(=O)N1CC2=NC=CC(=C2C1)Cl